2,3-Difluoro-5-(5-(4-(isopropylsulfonyl)piperazin-1-yl)-1H-indazol-1-yl)phenol FC1=C(C=C(C=C1F)N1N=CC2=CC(=CC=C12)N1CCN(CC1)S(=O)(=O)C(C)C)O